4-(pyridin-3-yl)-5,6-dihydro-7H-pyrrolo[3,4-b]pyridin-7-one N1=CC(=CC=C1)C1=C2C(=NC=C1)C(NC2)=O